4-((4-benzhydryl-piperazin-1-yl)methyl)-2-(2,6-dioxopiperidin-3-yl)isoindoline-1,3-dione C(C1=CC=CC=C1)(C1=CC=CC=C1)N1CCN(CC1)CC1=C2C(N(C(C2=CC=C1)=O)C1C(NC(CC1)=O)=O)=O